P(=O)([O-])([O-])[O-].[K+].C(CCCCCCCCCCCCCCCCC)C1=C(C(=C(C=C1)O)CCCCCCCCCCCCCCCCCC)CCCCCCCCCCCCCCCCCC.[K+].[K+] tristearylphenol potassium phosphate salt